N1=C(C=CC=C1)NC(=O)[C@@H]1CC12CCN(CC2)C(=O)OC(C(F)(F)F)C(F)(F)F |o1:9| 1,1,1,3,3,3-hexafluoro-propan-2-yl (R or S)-1-(pyridin-2-ylcarbamoyl)-6-azaspiro[2.5]octane-6-carboxylate